CN1[C@](CCC1)(C)CNC=1C=CC(=C(C(=O)N[C@H](C)C2=CC=CC3=CC=CC=C23)C1)C 5-((((S)-1,2-dimethylpyrrolidin-2-yl)methyl)amino)-2-methyl-N-((R)-1-(naphthalen-1-yl)ethyl)benzamide